FC1(CN(C1)C1=CN=CC(=N1)/C(=C/C1=CC=C(C(=C1N1CC2(CCC1)CCN(CC2)CC)C(F)(F)F)OC2=C(C(=C(C(=C2[2H])[2H])[2H])[2H])[2H])/F)F (Z)-2-(6-(2-(6-(3,3-difluoroazetidin-1-yl)pyrazin-2-yl)-2-fluorovinyl)-3-(phenoxy-d5)-2-(trifluoromethyl)phenyl)-9-ethyl-2,9-diazaspiro[5.5]undecane